2-(biphenyl-4-yl)-6-(3''-cyano-[1,1':4',1'']terphenyl-4-yl)-4-phenyl-benzoxazole C1(=CC=C(C=C1)C=1OC2=C(N1)C(=CC(=C2)C2=CC=C(C=C2)C2=CC=C(C=C2)C2=CC(=CC=C2)C#N)C2=CC=CC=C2)C2=CC=CC=C2